ClC1=CC=C(C=C1)C=1N(C(=CN1)C(F)(F)F)CC1=C(OCCC[C@H](CC(=O)O)C)C=CC=C1 (3R)-6-(2-((2-(4-chlorophenyl)-5-(trifluoromethyl)-1H-imidazol-1-yl)methyl)phenoxy)-3-methylhexanoic acid